COC(=O)C1=C(C=CC=C1)N=C=O 2-(methoxycarbonyl)phenyl isocyanate